N-(6-hexyl-4-phenyl-quinoline-2-yl)-N-methyl-cyanamide C(CCCCC)C=1C=C2C(=CC(=NC2=CC1)N(C#N)C)C1=CC=CC=C1